C(C)(=O)O[C@H]1[C@@H](O[C@@H]([C@@H]([C@@H]1OC(C)=O)OC(C)=O)COC(C)=O)N=[N+]=[N-] 2,3,4,6-tetra-O-acetyl-β-D-galactopyranosylazide